NC(CCN(CCC(C(C)C)N1CC2(C1)CN(CC2)C=2N=CN=NC2OC2=C(C(=O)N(C(C)C)CC)C=C(C=C2)F)C)=O 2-((5-(2-(1-((3-amino-3-oxopropyl)(methyl)amino)-4-methylpent-3-yl)-2,6-diazaspiro[3.4]oct-6-yl)-1,2,4-triazin-6-yl)oxy)-N-ethyl-5-fluoro-N-isopropylbenzamide